C(C1=CC=CC=C1)OC(=O)N1CC(C1)(CCC1=CC=CC=C1)CC(=O)O 2-(1-((benzyloxy)carbonyl)-3-phenethylazetidin-3-yl)acetic acid